C(C)(C)(C)OC(=O)C=1C(=NC(=NC1C)C1=CC=C(C=C1)C(C)(C)C)CN=[N+]=[N-] 4-(azidomethyl)-2-(4-tert-butylphenyl)-6-methyl-pyrimidine-5-carboxylic acid tert-butyl ester